NC1=C(C=NN1C1=NC(=C(C=C1)F)N)C(=O)OCC ethyl 5-amino-1-(6-amino-5-fluoropyridin-2-yl)-1H-pyrazole-4-carboxylate